2-(difluoromethyl)-N-(3,3-difluoropiperidin-4-yl)-5-((4-methylthiazol-5-yl)methoxy)benzofuran-3-carboxamide FC(C=1OC2=C(C1C(=O)NC1C(CNCC1)(F)F)C=C(C=C2)OCC2=C(N=CS2)C)F